CN(CC(=O)N[C@@H]1C[C@H](N(CC1)CC1=C2C=CNC2=C(C=C1OC)C)C1=CC=C(C(=O)O)C=C1)C 4-[(2S,4S)-4-[2-(dimethylamino)acetamido]-1-[(5-methoxy-7-methyl-1H-indol-4-yl)methyl]piperidin-2-yl]benzoic acid